ClC=1C=C(C=CC1F)[C@@H](NC(=O)N1[C@@H](C(NCC1)=O)C)C1=CC(=NN1C)C(F)(F)F |o1:8| (2R)-N-((R or S)-(3-chloro-4-fluoro-phenyl)(1-methyl-3-(trifluoro-methyl)-1H-pyrazol-5-yl)methyl)-2-methyl-3-oxopiperazine-1-carboxamide